3-(2-methoxyethyl)benzimidazole-5-carboxylic acid methyl ester COC(=O)C1=CC2=C(N=CN2CCOC)C=C1